2-Chloro-N-(5-chloro-6-(3-(4,4-difluoropiperidin-1-yl)azetidine-1-carbonyl)pyridin-3-yl)-4-(3-ethynylpyridin-4-yl)-5-fluorobenzamide ClC1=C(C(=O)NC=2C=NC(=C(C2)Cl)C(=O)N2CC(C2)N2CCC(CC2)(F)F)C=C(C(=C1)C1=C(C=NC=C1)C#C)F